N-(Methacryloxy)succinimide C(C(=C)C)(=O)ON1C(CCC1=O)=O